N-(2-chloro-5-fluorophenyl)-N-{4-[2-(2-chloro-4-fluorophenyl)acetylamino]pyridin-2-yl}acetamide propan-2-yl-3-methylbut-2-enoate (Isopropyl-Senecioate) C(C)(C)C(C(=O)O)=C(C)C.CC(C)OC(C=C(C)C)=O.ClC1=C(C=C(C=C1)F)N(C(C)=O)C1=NC=CC(=C1)NC(CC1=C(C=C(C=C1)F)Cl)=O